F[P-](F)(F)(F)(F)F.[Os+2].COC1=CC=C(C=C1)C1=CC(=NC(=C1)C1=NC=CC=C1)C1=NC=CC=C1.COC1=CC=C(C=C1)C1=CC(=NC(=C1)C1=NC=CC=C1)C1=NC=CC=C1.F[P-](F)(F)(F)(F)F bis(4'-(4-methoxyphenyl)-2,2':6',2''-terpyridine) osmium (II) hexafluorophosphate